4-(5-carboxy-thiophen-2-yl)-3,6-dihydro-2H-pyridine-1-carboxylic acid C(=O)(O)C1=CC=C(S1)C=1CCN(CC1)C(=O)O